(1R,22E)-13-methyl-12-phenyl-17,20-dioxa-9,14,26,28-tetrazahexacyclo[22.5.2.11,4.13,7.110,14.027,30]tetratriaconta-3,5,7(33),22,24(31),25,27(30)-heptaene-8,29,32-trione CC1C(CC2NC(C=3C=CC4=C(C[C@]5(C(NC=6N=CC(/C=C/COCCOCCN1C2=O)=CC56)=O)C4)C3)=O)C3=CC=CC=C3